N[C@@H]1[C@H]([C@H]([C@@]2(CO[C@H]1O2)COCCOCCOCCOCCN2N=NC=C2)O)O 1-{1-[(1S,2R,3R,4R,5S)-4-amino-2,3-dihydroxy-6,8-dioxabicyclo[3.2.1]oct-1-yl]-2,5,8,11-tetraoxatridecan-13-yl}-1H-1,2,3-triazol